C1(CCCC1)C1N(CCCC1)C(C(=O)NC=1C=NC=C(C(=O)N)C1)=O 5-(2-(2-cyclopentylpiperidin-1-yl)-2-oxoacetamido)Nicotinamide